2-(4-((5-isopropyl-6-methoxypyridin-3-yl)methyl)-3,5-dimethylphenyl)-3,5-dioxo-2,3,4,5-tetrahydro-1,2,4-triazine-6-carbonitrile C(C)(C)C=1C=C(C=NC1OC)CC1=C(C=C(C=C1C)N1N=C(C(NC1=O)=O)C#N)C